C[SH-]C(OCC1CCC(CC1)(C)O)=S O-(((1r,4r)-4-hydroxy-4-methylcyclohexyl) methyl) S-methyldithiocarbonate